2-(6-Chloro-benzothiazol-2-ylamino)-1-methyl-1H-benzoimidazole-5-carboxylic acid (3-amino-propyl)-amide hydrochloride Cl.NCCCNC(=O)C1=CC2=C(N(C(=N2)NC=2SC3=C(N2)C=CC(=C3)Cl)C)C=C1